C(C(C)C)(=O)OCCCCC AMYL ISOBUTYRATE